OC(C)C1=C(C=C(C#N)C=C1)[N+](=O)[O-] 4-(1-hydroxyethyl)-3-nitrobenzonitrile